(2e,3e)-N-benzyl-3-methylpent-3-en-2-imine C(C1=CC=CC=C1)/N=C(\C)/C(=C/C)/C